CN1[C@@H](C(N2C3=C(N=C(N=C13)NCC=1C=NN(C1)CC=1C=NC(=CC1)C(F)(F)F)CCC2)=O)C (R)-4,5-Dimethyl-2-(((1-((6-(trifluoromethyl)pyridin-3-yl)methyl)-1H-pyrazol-4-yl)methyl)amino)-4,5,9,10-tetrahydro-6H,8H-pyrido[3,2,1-de]pteridine-6-one